C1(=CC=CC2=CC=CC=C12)O.C1(=CC=CC2=CC=CC=C12)O.[Na] sodium dinaphthol